C(CCC(=O)OCC(CCCCCCCC)CCCCCC)(=O)OCC(CCCCCCCC)CCCCCC di(2-hexyldecyl) succinate